[7-(4-AMINOCINNOLIN-7-YL)-2,2-DIFLUORO-2H-1,3-BENZODIOXOL-5-YL]BORONIC ACID NC1=CN=NC2=CC(=CC=C12)C1=CC(=CC2=C1OC(O2)(F)F)B(O)O